rac-(4aR,6R,7aS)-6-benzyloxy-4-(4-nitrophenyl)sulfonyl-3,4a,5,6,7,7a-hexahydro-2H-cyclopenta[b][1,4]oxazine C(C1=CC=CC=C1)O[C@@H]1C[C@@H]2[C@@H](OCCN2S(=O)(=O)C2=CC=C(C=C2)[N+](=O)[O-])C1 |r|